2-n-pentyl-3-phenylpropan-1-ol C(CCCC)C(CO)CC1=CC=CC=C1